[Si](C)(C)(C(C)(C)C)OC1CC(C1)C(C(=O)NC1=NC=C(C=C1F)Cl)N(C(CCl)=O)CC1=CC=C(C=C1)C(F)(F)F 2-((1s,3s)-3-((tert-butyldimethylsilyl)oxy)cyclobutyl)-N-(5-chloro-3-fluoropyridin-2-yl)-2-(2-chloro-N-(4-(trifluoromethyl)benzyl)acetamido)acetamide